methyloleyltaurate Disodium [Na+].[Na+].CN(CCS(=O)(=O)[O-])CCCCCCCC\C=C/CCCCCCCC.CN(CCS(=O)(=O)[O-])CCCCCCCC\C=C/CCCCCCCC